FC1=CC=C(C=C1)S(=O)(=O)N1C2CC(C1C(=O)N)C2 2-((4-fluorophenyl)sulfonyl)-2-azabicyclo[2.1.1]hexane-3-carboxamide